C(C)(C)(C)OC(=O)C1NC(C(C1C1=CC(=CC=C1)Cl)C1=C(C=C(C=C1)Cl)F)CC(CC)(C)C 4-(4-chloro-2-fluorophenyl)-3-(3-chlorophenyl)-5-(2,2-dimethylbutyl)pyrrolidine-2-carboxylic acid tert-butyl ester